P(O)(O)O.S1SCC=C1 dithiol phosphite